2,4-di-tert-butylbenzoic acid C(C)(C)(C)C1=C(C(=O)O)C=CC(=C1)C(C)(C)C